Cl.CNCCC(OC1=CC=CC=2OCOC21)C2=CC=CC=C2 methyl-3-phenyl-3-[(benzo[d][1,3]dioxolan-4-yl)oxy]propylamine hydrochloride